tert-butyl (S)-2-(4-(2-fluoro-2-methylpropyl)piperazin-1-carbonyl)pyrrolidin-1-carboxylate FC(CN1CCN(CC1)C(=O)[C@H]1N(CCC1)C(=O)OC(C)(C)C)(C)C